2-(4,6-dichloro-2-(1-(4-((cyclopropylmethyl)sulfonyl)phenyl)-2-hydroxyethyl)-1H-benzo[d]imidazol-5-yl)benzonitrile ClC1=C(C(=CC=2NC(=NC21)C(CO)C2=CC=C(C=C2)S(=O)(=O)CC2CC2)Cl)C2=C(C#N)C=CC=C2